CN(C(CC(=O)O[C@H](C(=O)OCCCCCCCCCCCCCCCCCC)CC(=O)OCCCCCCCCCCCCCCCCCC)C)C Dioctadecyl (S)-2-((3-(dimethylamino)butanoyl)oxy)succinate